(2S,4R)-2,2'-dimethyl-4'-oxo-spiro[piperidine-4,7'-thieno[2,3-c]pyran]-1-carboxylic acid tert-butyl ester C(C)(C)(C)OC(=O)N1[C@H](C[C@]2(OCC(C3=C2SC(=C3)C)=O)CC1)C